N=1N(N=C2C1C=CC=C2)C2=C(C(=CC(=C2)C(C)(C)CC)C(C)(C)CC)O (2H-benzotriazol-2-Yl)-4,6-ditertpentylphenol